9-fluoro-1-carbonyl-6,7-dihydro-1H,5H-pyrido[3,2,1-ij]quinoline-3-carboxylic acid methyl ester COC(=O)C=1N2C3=C(C=C(C=C3C(C1)=C=O)F)CCC2